ethyl dimethylaminobenzoate (ethyl dimethylaminobenzoate) C(C)C=1C(=C(C(=O)O)C=CC1)N(C)C.CN(C)C1=C(C(=O)OCC)C=CC=C1